BrC1=C(C=C(C(=C1)Cl)Cl)CCO[Si](C)(C)C(C)(C)C 2-(2-bromo-4,5-dichloro-phenyl)ethoxy-tert-butyl-dimethyl-silane